[K].C(=C)[SiH]1[Si]([Si]([Si]([SiH2][SiH2]1)(O)C=C)(C=C)C=C)(C=C)C=C hexavinylcyclohexasilanol potassium